O=C1NC(CCC1C1=CC=C(C=C1)C#CC1CCN(CC1)C(=O)OC(C)(C)C)=O Tert-butyl 4-[2-[4-(2,6-dioxo-3-piperidyl)phenyl]ethynyl]piperidine-1-carboxylate